4-chloro-6,6-dimethyl-6H-pyrimido[5,4-b][1,4]oxazin-7(8H)-one ClC1=NC=NC2=C1OC(C(N2)=O)(C)C